[I-].C(CCCCCCC\C=C/CCCCCCCC)N.[Ag+] silver (I) oleylamine iodide